F[C@H](CNC(=O)C=1C=NC2=NC=C(C=C2C1NC(C)C)C=1C=NNC1)C(C)(C)O (R)-N-(2-fluoro-3-hydroxy-3-methylbutyl)-4-(isopropylamino)-6-(1H-pyrazol-4-yl)-1,8-naphthyridine-3-carboxamide